ClC1=CC=C(C=C1)NC1=NC=C(C(=N1)NC1CCNCC1)C=1C=NN(C1)C N2-(4-chlorophenyl)-5-(1-methyl-1H-pyrazol-4-yl)-N4-(piperidin-4-yl)pyrimidine-2,4-diamine